3-Hydroxy-4-(3-oxo-2-phenylindolin-2-yl)-1-phenylpyrrolidine-2,5-dione OC1C(N(C(C1C1(NC2=CC=CC=C2C1=O)C1=CC=CC=C1)=O)C1=CC=CC=C1)=O